ClC1=C(C=C(C=C1)[C@@H]1[C@H](NC=2C=3C1=NNC(C3C=C(C2)F)=O)C)F (8R,9R)-9-(4-chloro-3-fluorophenyl)-5-fluoro-8-methyl-2,7,8,9-tetrahydro-3H-pyrido[4,3,2-de]phthalazin-3-one